tert-butyl (4-(N-((benzyloxy)carbonyl)carbamimidoyl)benzyl)carbamate C(C1=CC=CC=C1)OC(=O)NC(=N)C1=CC=C(CNC(OC(C)(C)C)=O)C=C1